cetyl-acrylic acid C(CCCCCCCCCCCCCCC)C(C(=O)O)=C